C(C=CC1=CC=CC=C1)[Pd-2](Cl)=C1N(C=C2N1C(=CC=C2)N2CCCCC2)C2=C(C=CC=C2C(C)C)C(C)C cinnamyl[2-(2,6-Diisopropylphenyl)-5-(piperidin-1-yl)imidazo[1,5-a]pyridin-3-ylidene]chloropalladium(II)